N(=[N+]=[N-])CCOCCOCCOCC1CCC(CC1)NC(OC(C)(C)C)=O tert-butyl ((1R,4R)-4-((2-(2-(2-azidoethoxy)ethoxy)ethoxy)methyl)cyclohexyl)carbamate